ClC(=O)C1=CC=C(C(=O)OC)C=C1 methyl 4-(chlorocarbonyl)benzoate